(trifluoromethyl)anilinol FC(F)(F)N(C1=CC=CC=C1)O